ethyl 2-[[[5-ethylsulfonyl-1-methyl-2-(2,2,2-trifluoroethoxy)imidazol-4-yl]amino]methyl]-5-(trifluoromethyl)pyridine-3-carboxylate C(C)S(=O)(=O)C1=C(N=C(N1C)OCC(F)(F)F)NCC1=NC=C(C=C1C(=O)OCC)C(F)(F)F